C(C)(C)(C)OC(=O)N1[C@H](C=2NC3=CC=C(C=C3C2CC1)Cl)CC(CO)CO.COC=1C=C2CCCC2=CC1OC 5,6-dimethoxyindane tert-butyl-(1S)-6-chloro-1-[3-hydroxy-2-(hydroxymethyl)propyl]-1,3,4,9-tetrahydropyrido[3,4-b]indole-2-carboxylate